[Ti].[Sr].C[Si](C)(C)CCCCC1=CC=C(C=C1)CCCC[Si](C)(C)C 1,4-Bis(trimethylsilylbutyl)benzene strontium titanium